C(=O)O.C(=O)O.C(C)N1C(NC2=C(C1=O)C=C(S2)CN2CCN(CC2)C=2C=CC(=NC2F)C(=O)NC)=O 5-(4-((3-ethyl-2,4-dioxo-1,2,3,4-tetrahydrothieno[2,3-d]pyrimidin-6-yl)methyl)piperazin-1-yl)-6-fluoro-N-methylpicolinamide bisformate